O1C(=CC=C1)C1OCC(CO1)(CO)CO 2-furyl-1,3-dioxane-5,5-dimethanol